NC1=CC(=C2C(N(CCCCC[C@@](C3=NN=C(C1=N2)O3)(C(F)(F)F)O)C3COCCC3)=O)C(F)(F)F (6R)-17-Amino-6-hydroxy-12-tetrahydropyran-3-yl-6,15-bis(trifluoromethyl)-19-oxa-3,4,12,18-tetrazatricyclo[12.3.1.12,5]nonadeca-1(18),2,4,14,16-pentaen-13-one